7-(2-chloro-5-fluoropyrimidin-4-yl)-4-methyl-4,7-diaza-spiro[2.5]octan-5-one ClC1=NC=C(C(=N1)N1CC(N(C2(CC2)C1)C)=O)F